CN(/C=C/C(=O)C1=C(C=CC(=C1)Br)O)C (E)-3-(dimethylamino)-1-(5-bromo-2-hydroxyphenyl)-2-propen-1-one